N1C(COCC1)COC1=C(C=C(C=C1)S(=O)(=O)NC(C1=C(C=CC=C1)OC=1C=C2C(=NC1)NC=C2)=O)[N+](=O)[O-] N-{[4-(morpholin-3-ylmethoxy)-3-nitrophenyl]sulfonyl}-2-(1H-pyrrolo-[2,3-b]pyridin-5-yloxy)benzamide